tert-butyl (3R,4R)-4-{[5-chloro-7-(1-ethylcyclobutyl)imidazo[4,3-f][1,2,4]triazin-2-yl]amino}-3-hydroxypiperidine-1-carboxylate ClC=1N=C(N2N=C(N=CC21)N[C@H]2[C@@H](CN(CC2)C(=O)OC(C)(C)C)O)C2(CCC2)CC